O=C[C@H](O)[C@@H](O)[C@@H](O)[C@H](O)C(=O)[O-] exo-galacturonate